FC1CN(C1)C(=O)NC1=CC(=C(C=C1)F)N1N=C2N=CC(=CC2=C1)CC(F)(F)F 3-fluoro-N-{4-fluoro-3-[5-(2,2,2-trifluoroethyl)-2H-pyrazolo[3,4-b]pyridin-2-yl]phenyl}azetidine-1-carboxamide